(S)-(tetrahydrofuran-3-yl)methylamine hydrochloride Cl.O1C[C@@H](CC1)CN